4-(4-(4,4,5,5-tetramethyl-1,3,2-dioxaborolan-2-yl)phenethyl)morpholine HCl salt Cl.CC1(OB(OC1(C)C)C1=CC=C(CCN2CCOCC2)C=C1)C